(2S,2'S)-4,4'-((butane-1,3-diylbis(oxy))bis(4-fluoro-6-methoxybenzo[b]thiophene-5,2-diyl))bis(2-methyl-4-oxobutanoic acid) C(CC(C)OC1=C(C2=C(SC(=C2)C(C[C@@H](C(=O)O)C)=O)C=C1OC)F)OC1=C(C2=C(SC(=C2)C(C[C@@H](C(=O)O)C)=O)C=C1OC)F